ClC=1N=C2C(=C(C(=NC2=C(C1Cl)Cl)N1CC(C1)N(C)C)[N+](=O)[O-])NC1C2CN(C1C2)C(=O)OC(C)(C)C tert-butyl (endo)-5-((6,7,8-trichloro-2-(3-(dimethylamino)azetidin-1-yl)-3-nitro-1,5-naphthyridin-4-yl)amino)-2-azabicyclo[2.1.1]hexane-2-carboxylate